C(#N)C1=NC2=CC(=CC(=C2N=C1N(C1CC2=C(N=CS2)CC1)C)[C@@H](C)NC1=C(C(=O)O)C=CC=C1)C 2-(((1R)-1-(2-cyano-7-methyl-3-(methyl(4,5,6,7-tetrahydrobenzo[d]thiazol-6-yl)amino)quinoxalin-5-yl)ethyl)amino)benzoic acid